tris-iso-butylamine C(C(C)C)N(CC(C)C)CC(C)C